(R)-N'-acetyl-4-amino-7-fluoro-N',3-dimethyl-N-((5-(trifluoromethyl)pyridin-2-yl)methyl)-1,3-dihydrofuro[3,4-c]quinoline-8-carbohydrazide C(C)(=O)N(N(C(=O)C1=CC=2C3=C(C(=NC2C=C1F)N)[C@H](OC3)C)CC3=NC=C(C=C3)C(F)(F)F)C